N-(1-(2-(3,3-difluoropyrrolidin-1-yl)ethyl)-6-(4-(trifluoromethoxy)phenyl)-1H-pyrazolo[3,4-d]pyrimidin-4-yl)-5-nitrothiophene-2-carboxamide FC1(CN(CC1)CCN1N=CC=2C1=NC(=NC2NC(=O)C=2SC(=CC2)[N+](=O)[O-])C2=CC=C(C=C2)OC(F)(F)F)F